FC1=C(C(=O)NC2=CC=C(C=C2)N2CCN(CC2)C2=NC=CC=C2)C=CC(=C1)OC 2-Fluoro-4-methoxy-N-(4-(4-(pyridin-2-yl)piperazin-1-yl)phenyl)benzamid